O(C1=CC=CC=C1)C1=CC=C(C=C1)C1=NN(C2=NC=NC(=C21)N)C2CNCC2 (1S)-3-(4-phenoxyphenyl)-1-pyrrolidin-3-ylpyrazolo[3,4-d]pyrimidin-4-amine